FC(C=1C=C(C(=O)NC(C)C2=NC=CN=C2N2N=CC(=C2)SC(F)(F)F)C=C(C1)C(F)(F)F)(F)F 3,5-bis(trifluoromethyl)-N-[1-[3-[4-(trifluoromethylsulfanyl)pyrazol-1-yl]pyrazin-2-yl]ethyl]benzamide